(6-fluoro-2,7-dimethyl-imidazo[1,2-a]pyridin-3-yl)methanone FC=1C(=CC=2N(C1)C(=C(N2)C)C=O)C